C(#N)C=1C(=CC(=NC1)NC(N(C)C1=NC(=C(C=C1)CN1C(CN(CC1)C)=O)C=O)=O)N1CC2(CCOC2)CC1 3-(5-cyano-4-(2-oxa-7-azaspiro[4.4]nonan-7-yl)pyridin-2-yl)-1-(6-formyl-5-((4-methyl-2-oxopiperazin-1-yl)methyl)pyridin-2-yl)-1-methylurea